2-(bromomethyl)-4-ethoxy-1-methoxybenzene BrCC1=C(C=CC(=C1)OCC)OC